ClC1=NC=C(C(=N1)N[C@H]1[C@@H](CCCC1)C#N)C(F)(F)F (trans)-2-[[2-chloro-5-(trifluoromethyl)pyrimidin-4-yl]amino]cyclohexanecarbonitrile